N1-{4-[4-amino-2-(2-methoxyethyl)-6,7,8,9-tetrahydro-1H-imidazo[4,5-c]quinolin-1-yl]butyl}-4-fluoro-1-benzenesulfonamide NC1=NC=2CCCCC2C2=C1N=C(N2CCCCNS(=O)(=O)C2=CC=C(C=C2)F)CCOC